C(C1=CC=CC=C1)N1OC(=CC1=S)C 2-benzyl-5-methyl-1,2-oxazole-3-thione